ClC=1C(=C(C=CC1)NC1=NC=NC2=CC=C(C=C12)[C@]1(N(CCN(C1)C)C(=O)N)C)F 4-[(3-chloro-2-fluorophenyl)amino]-quinazolin-6-yl-4-methyl-(R)-2-methylpiperazine-1-carboxamide